N[C@@H]1CN(C[C@H]1OC)C1=CC=C(C=N1)CCN1C[C@@H]2N([C@@H](CN(C2)C2=C3C=CC(=NC3=C(C=C2)C#N)[2H])C)CC1 5-[(4R,9aS)-8-[2-[6-[(3R,4R)-3-amino-4-methoxy-pyrrolidin-1-yl]-3-pyridyl]ethyl]-4-methyl-3,4,6,7,9,9a-hexahydro-1H-pyrazino[1,2-a]pyrazin-2-yl]-2-deuterio-quinoline-8-carbonitrile